2,2'-dimethyl-1,1'-biphenyl-4,4'-diamine CC1=C(C=CC(=C1)N)C1=C(C=C(C=C1)N)C